(R)-(1-(((2-fluorophenyl)methyl-d2)amino)-1-oxopropan-2-yl)carbamic acid tert-butyl ester C(C)(C)(C)OC(N[C@@H](C(=O)NC([2H])([2H])C1=C(C=CC=C1)F)C)=O